(3,4-difluoro-5-(6-(((3aR,5s,6aS)-2-((tetrahydro-2H-pyran-4-yl)methyl)octahydrocyclopenta[c]pyrrol-5-yl)amino)pyridazin-3-yl)phenyl)(3,3-difluoroazetidin-1-yl)methanone FC=1C=C(C=C(C1F)C=1N=NC(=CC1)NC1C[C@@H]2[C@@H](CN(C2)CC2CCOCC2)C1)C(=O)N1CC(C1)(F)F